(2S)-3-[4-(difluoromethyl)phenyl]-2-[9H-fluoren-9-ylmethoxycarbonylamino]propionic acid FC(C1=CC=C(C=C1)C[C@@H](C(=O)O)NC(=O)OCC1C2=CC=CC=C2C=2C=CC=CC12)F